4-amino-1-(2-(tert-butoxy)-2-oxoethyl)-1H-pyrazole-3-carboxylic acid methyl ester COC(=O)C1=NN(C=C1N)CC(=O)OC(C)(C)C